(1S,2S)-2-[5-(5-bromo-2-fluoro-benzyloxy)-pyrazin-2-yl]-Cyclopropanecarboxylic acid ethyl ester C(C)OC(=O)[C@@H]1[C@H](C1)C1=NC=C(N=C1)OCC1=C(C=CC(=C1)Br)F